C(C1=CC=CC=C1)N1C(=C(C=C1C)/C=C(\C#N)/C1=NC2=C(C=NC(=C2)OC)N1)C (E)-3-(1-benzyl-2,5-dimethyl-1H-pyrrol-3-yl)-2-(6-methoxy-3H-imidazo[4,5-c]pyridin-2-yl)acrylonitrile